10-(p-chlorophenyl)-2,10-dihydro-3-(p-chloroanilino)-2-isopropyliminophenazine ClC1=CC=C(C=C1)N1C2=CC=CC=C2N=C2C=C(C(C=C12)=NC(C)C)NC1=CC=C(C=C1)Cl